CN(CC)[C-]1C(=CC=C1)P(C1=CC=CC=C1)C1=CC=CC=C1.[CH-]1C=CC=C1.[Fe+2] N-methyl-(S)-2-(diphenylphosphino)ferrocenyl-ethylamine